4-(Cyclohexylamino)-N-methyl-3-(2-propyl-2H-tetrazol-5-yl)benzenesulfonamide C1(CCCCC1)NC1=C(C=C(C=C1)S(=O)(=O)NC)C=1N=NN(N1)CCC